The molecule is an organophosphate insecticide, a dialkyl phosphate and a dichlorobenzene. It has a role as an EC 3.1.1.7 (acetylcholinesterase) inhibitor and an agrochemical. COP(=O)(OC)O/C(=C/Cl)/C1=C(C=C(C=C1)Cl)Cl